8-(3-(4-(6-fluorobenzo[d]isoxazol-3-yl)piperidin-1-yl)propoxy)-5,6-dihydro-1H-pyrrolo[3,2,1-ij]quinolin-4(2H)-one fumarate C(\C=C\C(=O)O)(=O)O.FC1=CC2=C(C(=NO2)C2CCN(CC2)CCCOC=2C=C3CCC(N4C3=C(C2)CC4)=O)C=C1